3-hydroxy-3-((N-morpholinyl)methyl)piperidine-1-carboxylic acid tert-butyl ester C(C)(C)(C)OC(=O)N1CC(CCC1)(CN1CCOCC1)O